COC=1C=C(C=CC1OC)C=1NC2=CC=C(C=C2C1C(C)C)N1CC(CC1)N(C)C 1-(2-(3,4-dimethoxyphenyl)-3-isopropyl-1H-indol-5-yl)-N,N-dimethylpyrrolidin-3-amine